BrC=1C=C2CC(C(C2=CC1)NS(=O)C(C)(C)C)(C)C N-(5-bromo-2,2-dimethyl-2,3-dihydro-1H-inden-1-yl)-2-methylpropan-2-sulfinamide